CC=1C(=NC(=NC1)N)C1=CNC2=CC(=CC=C12)C methyl-4-(6-methyl-1H-indol-3-yl)pyrimidin-2-amine